ClC1=C(C=C(C#N)C=C1)C=1NC2=CC(=C(C(=C2C(C1)=O)F)C1=CC(=NC(=C1)C)C)F 4-chloro-3-(6-(2,6-dimethylpyridin-4-yl)-5,7-difluoro-4-oxo-1,4-dihydroquinolin-2-yl)benzonitrile